NC=1C(=C(C(=S)NC2=NN=NN2C)C=CC1OC(F)(F)F)Cl 3-amino-2-chloro-N-(1-methyltetrazol-5-yl)-4-(trifluoromethoxy)thiobenzamide